OC1=C(C(=CC(=C1)OC)O)C(\C=C\C1=CC=CC=C1)=O (E)-1-(2,6-Dihydroxy-4-methoxy-phenyl)-3-phenyl-prop-2-en-1-one